2-(bicyclo[2.2.1]hept-5-en-2-ylmethyl)-7-methylnaphthalene C12C(CC(C=C1)C2)CC2=CC1=CC(=CC=C1C=C2)C